(3R,5S)-5-amino-1-benzyl-piperidin-3-ol N[C@H]1C[C@H](CN(C1)CC1=CC=CC=C1)O